methyl 4-bromo-2-cyclobutoxy-5-fluorobenzoate BrC1=CC(=C(C(=O)OC)C=C1F)OC1CCC1